CCCCCCCC\C=C/CCCCCCCCCCCCC (Z)-Tricos-9-ene